1-methyl-5-(4,4,5,5-tetramethyl-1,3,2-dioxaborolan-2-yl)-1H-indazole-3-carboxylic acid methyl ester COC(=O)C1=NN(C2=CC=C(C=C12)B1OC(C(O1)(C)C)(C)C)C